ClC1=NS(C2=C1C=CC=C2)(=O)=O 3-chloro-1,2-benzisothiazole 1,1-dioxide